9-(2-bromo-4-chlorophenyl)phenanthrene-1,2,3,4,5,6,7,8,10-d9 BrC1=C(C=CC(=C1)Cl)C1=C2C(=C(C(=C(C2=C2C(=C(C(=C(C2=C1[2H])[2H])[2H])[2H])[2H])[2H])[2H])[2H])[2H]